methyl 3-(tert-butyl)-5-(3-chlorophenoxy)-1-(4-methoxybenzyl)-1H-pyrazole-4-carboxylate C(C)(C)(C)C1=NN(C(=C1C(=O)OC)OC1=CC(=CC=C1)Cl)CC1=CC=C(C=C1)OC